NC=1C(=C(C=CC1)CN1C(OC2=C(C1)C=CC(=C2)NC(=O)C=2C=NN(C2)CC2=CC=C(C=C2)OC)=O)F N-{3-[(3-amino-2-fluorophenyl)methyl]-2-oxo-3,4-dihydro-2H-1,3-benzoxazin-7-yl}-1-[(4-methoxyphenyl)methyl]-1H-pyrazole-4-carboxamide